Methyl 4-(3-chlorophenyl)-5-(4-chlorophenyl)-5-hydroxy-2-methylvalerate ClC=1C=C(C=CC1)C(CC(C(=O)OC)C)C(O)C1=CC=C(C=C1)Cl